COC(CCCCCCCCC=CCCCCCC)=O methyl-10-heptadecenoate